nickel (III) methyl phosphate P(=O)(OC)([O-])[O-].[Ni+3].COP(=O)([O-])[O-].COP(=O)([O-])[O-].[Ni+3]